2-dimethylamino-4-cyano-1,3-dimethylimidazolium CN(C=1N(C=C([N+]1C)C#N)C)C